oxydipropyl alcohol O(CCCO)CCCO